FC=1C(=NC=CC1)C1(CC1)C=1C=C2C(=CC=NC2=CC1)C(=O)OC methyl 6-(1-(3-fluoropyridin-2-yl) cyclopropyl)-quinoline-4-carboxylate